FC1=CC=C(C=C1)C(N1C[C@@H](N(C[C@H]1C)C=1C2=C(N=C(N1)Cl)SC(=N2)CCC#N)C)C2=CC=C(C=C2)F 3-(7-((2S,5R)-4-(bis(4-fluorophenyl)methyl)-2,5-dimethylpiperazin-1-yl)-5-chlorothiazolo[5,4-d]pyrimidin-2-yl)propanenitrile